2-chloro-6-(2-fluoro-phenoxy)-pyridine ClC1=NC(=CC=C1)OC1=C(C=CC=C1)F